(2S)-5,5,5-trifluoro-2-[(2S,3S)-2-[(2S)-3-(4-hydroxyphenyl)-2-{[(2S)-oxolan-2-yl]formamido}propanamido]-3-methylpentanamido]pentanoic acid FC(CC[C@@H](C(=O)O)NC([C@H]([C@H](CC)C)NC([C@H](CC1=CC=C(C=C1)O)NC(=O)[C@H]1OCCC1)=O)=O)(F)F